CC=CC1=CC=C(C=C1)O methyl-4-hydroxystyrene